4-fluoro-N-methoxy-N-methylnicotinamide FC1=CC=NC=C1C(=O)N(C)OC